BrC1=C(C=C(C=C1)C(=O)N1CC(S(CC1)(=O)=O)C=1SC(=CN1)C)Cl (4-bromo-3-chloro-phenyl)-[2-(5-methylthiazol-2-yl)-1,1-dioxo-1,4-thiazinan-4-yl]methanone